N,N-diethyl-3,5-dimethyl-benzamide C(C)N(C(C1=CC(=CC(=C1)C)C)=O)CC